C1(CCCC1)NC(=O)C1=CC2=C(N=C(S2)C2CCNCC2)C(=C1)C N-cyclopentyl-4-methyl-2-(piperidin-4-yl)benzo[d]thiazole-6-carboxamide